tri-(2-ethylhexyl) aconitate C(C=C(C(=O)OCC(CCCC)CC)CC(=O)OCC(CCCC)CC)(=O)OCC(CCCC)CC